1'-(2-(2,4-dioxotetrahydropyrimidin-1(2H)-yl)-1,3-dioxoisoindolin-5-yl)-[1,4'-bipiperidine]-4-carboxaldehyde O=C1N(CCC(N1)=O)N1C(C2=CC=C(C=C2C1=O)N1CCC(CC1)N1CCC(CC1)C=O)=O